1,1,3,3-tetramethylisouronium hexafluorophosphate F[P-](F)(F)(F)(F)F.CN(C(O)=[N+](C)C)C